α-Keto Glutarate C1(CCCC(=O)OOO1)=O